3-methyl-β-oxo-1,6-diazaspiro[3.4]octane-1-propionitrile CC1CN(C12CNCC2)C(CC#N)=O